7-chloro-8-fluoro-1-((1R,2R)-2-hydroxy-2-methylcyclopentyl)-1,6-naphthyridin-2(1H)-one ClC1=NC=C2C=CC(N(C2=C1F)[C@H]1[C@](CCC1)(C)O)=O